BrC1C(C=O)(C=CC(=C1[C@H]1[C@@H](C1)C)Cl)F rac-2-bromo-4-chloro-1-fluoro-3-((1R,2R)-2-methylcyclopropyl)benzaldehyde